((10-bromo-1-(octyloxy)decyl)oxy)(hexyl)dimethylsilane BrCCCCCCCCCC(OCCCCCCCC)O[Si](C)(C)CCCCCC